C(C)O[C@@H]1CN(CC[C@H]1OC1=CC=CC=C1)C1=CC(N(C=2C=CC(=NC12)C#N)C)=O trans-8-(3-ethoxy-4-phenoxypiperidin-1-yl)-5-methyl-6-oxo-5,6-dihydro-1,5-naphthyridine-2-carbonitrile